6-amino-N-(2,3-dihydro-1H-inden-2-yl)-4-((2-methoxyphenyl)amino)picolinamide NC1=CC(=CC(=N1)C(=O)NC1CC2=CC=CC=C2C1)NC1=C(C=CC=C1)OC